(E)-1-[4-(Oxan-2-yloxy)phenyl]-3-[4-[4-[4-[(E)-3-[4-(oxan-2-yloxy)phenyl]-3-oxoprop-1-enyl]phenyl]buta-1,3-diynyl]phenyl]prop-2-en-1-one O1C(CCCC1)OC1=CC=C(C=C1)C(\C=C\C1=CC=C(C=C1)C#CC#CC1=CC=C(C=C1)\C=C\C(=O)C1=CC=C(C=C1)OC1OCCCC1)=O